NC=1C=C(C=CC1)C1=CC=C(C=C1)C=O 3'-AMINO-BIPHENYL-4-CARBALDEHYDE